ClC1=CC=C(C=C1)C=1N(C(C2=C(N1)C(=NC=C2)C=2C=NC=CC2)=O)[C@@H]2[C@@H](CCCC2)O (4-chlorophenyl)-3-((1s,2r)-2-hydroxycyclohexyl)-8-(pyridin-3-yl)pyrido[3,4-d]pyrimidin-4(3H)-one